Cl.N[C@@H]1C(N(C2=C(OC1)C=CC(=C2)OCCN(C)C)C)=O (S)-3-amino-7-(2-(dimethylamino)ethoxy)-5-methyl-2,3-dihydrobenzo[b][1,4]oxazepin-4(5H)-one hydrochloride